Ethyl 5-(4-(4-((2,2,2-trifluoro-N-(2-(4-fluorophenyl)cyclopropyl)acetamido)methyl) piperidin-1-yl)butanoyl)-4,5,6,7-tetrahydrothieno[3,2-c]pyridine-2-carboxylate FC(C(=O)N(C1C(C1)C1=CC=C(C=C1)F)CC1CCN(CC1)CCCC(=O)N1CC2=C(CC1)SC(=C2)C(=O)OCC)(F)F